tert-butyl (2R,6S)-4-(1-((2,6-dimethyl-2H-pyrazolo[3,4-b]pyridin-5-yl)carbamoyl)-2,3-dihydro-1H-pyrrolo[2,3-b]pyridin-4-yl)-2,6-dimethylpiperazine-1-carboxylate CN1N=C2N=C(C(=CC2=C1)NC(=O)N1CCC=2C1=NC=CC2N2C[C@H](N([C@H](C2)C)C(=O)OC(C)(C)C)C)C